C(C)(C)(C)OC(=O)N(C(C)C1=C(C=CC(=C1)F)NC1=C(C(=O)OC)C=C(C(=C1)C(F)(F)F)F)CCC1=NC(=CC=C1[N+](=O)[O-])OC methyl 2-((2-(1-((tert-butoxycarbonyl) (2-(6-methoxy-3-nitropyridin-2-yl) ethyl) amino) ethyl)-4-fluorophenyl) amino)-5-fluoro-4-(trifluoromethyl)-benzoate